4-nitrobenzene ((6-vinyl-1,2,4,5-tetrazin-3-yl)methyl)carbonate C(=C)C1=NN=C(N=N1)COC(O)=O.[N+](=O)([O-])C1=CC=CC=C1